tert-butyl (endo)-3-amino-8-azabicyclo[3.2.1]octane-8-carboxylate NC1CC2CCC(C1)N2C(=O)OC(C)(C)C